4-amino-5-(1-(2,4-difluorophenyl)-5-(3,5-dimethylisoxazol-4-yl)-1H-pyrrolo[2,3-b]pyridin-3-yl)-1-propyl-1H-pyrazole-3-carboxylic acid NC=1C(=NN(C1C1=CN(C2=NC=C(C=C21)C=2C(=NOC2C)C)C2=C(C=C(C=C2)F)F)CCC)C(=O)O